ClC=1C=C2C(=CC(=NC2=CC1)C(F)(F)F)NCC1(CNC1)C1=NC2=CC=CC=C2C=C1 6-Chloro-N-((3-(quinolin-2-yl)azetidin-3-yl)methyl)-2-(trifluoromethyl)quinolin-4-amine